O1CCC(=CC1)C=1C2=C(C(=NC1)OC)N=C(S2)NC(=O)N2CCC(CC2)N2C(C=CC2=O)=O N-[7-(3,6-Dihydro-2H-pyran-4-yl)-4-methoxy-[1,3]thiazolo[4,5-c]pyridin-2-yl]-4-(2,5-dioxo-2,5-dihydro-1H-pyrrol-1-yl)piperidin-1-carboxamid